2,5-diaminophenylboronic acid NC1=C(C=C(C=C1)N)B(O)O